1-(3-fluoropyridin-2-yl)propan-1-amine FC=1C(=NC=CC1)C(CC)N